(S)-2-amino-3-(1-hydroxy-3,3-dimethyl-1,3-dihydrobenzo[c][1,2]oxaborol-4-yl)propanoic acid N[C@H](C(=O)O)CC1=CC=CC=2B(OC(C21)(C)C)O